2-(5-Amino-3-(4-fluorophenyl)-1H-pyrazol-1-yl)acetic acid NC1=CC(=NN1CC(=O)O)C1=CC=C(C=C1)F